CC=1C=C(C=CC1OC1=CC2=C(N(C=N2)C)C=C1)NC=1C2=C(N=CN1)C=CC(=N2)/C=C/CNC(C=CCN2CCCCC2)=O N-((E)-3-(4-((3-methyl-4-((1-methyl-1H-benzo[d]imidazol-5-yl)oxy)phenyl)amino)pyrido[3,2-d]pyrimidin-6-yl)allyl)-4-(piperidin-1-yl)but-2-enamide